C1(=CC=CC=C1)C(C1=CC=C(C=C1)N1C(C=CC1=O)=O)C phenyl-methyl-4-maleimidophenyl-methane